1-(3-phenylpropyl)-3-(quinolin-6-yl)urea C1(=CC=CC=C1)CCCNC(=O)NC=1C=C2C=CC=NC2=CC1